1-(4-(6-((4-(2-(cyclopentylamino)-4-(trifluoromethyl)thiazol-5-yl)pyrimidin-2-yl)amino)pyridin-3-yl)piperazin-1-yl)ethan-1-one C1(CCCC1)NC=1SC(=C(N1)C(F)(F)F)C1=NC(=NC=C1)NC1=CC=C(C=N1)N1CCN(CC1)C(C)=O